NC=1C(=NC(=CC1C1=C2C=NNC2=CC=C1)C1=CN=NC=C1)C(=O)N 3-amino-4-(1H-indazol-4-yl)-6-pyridazin-4-yl-pyridine-2-carboxamide